FCC(CN(CCC(C(=O)O)NC(CC1(CCCCC1)C)=O)CCCCC1=NC=2NCCCC2C=C1)OC 4-[[3-fluoro-2-methoxy-propyl]-[4-(5,6,7,8-tetrahydro-1,8-naphthyridin-2-yl)butyl]amino]-2-[[2-(1-methylcyclohexyl)acetyl]amino]butanoic acid